6-(3-Bromophenyl)-22,28-difluoro-24-oxa-12-thia-3,7,19,30-tetrazapentacyclo[23.3.1.12,5.015,23.016,20]triaconta-1(29),2,4,15,17,20,22,25,27-nonaen-8-one BrC=1C=C(C=CC1)C1C2=CN=C(C=3C(=CC=C(OC4=C(C=C5NC=CC5=C4CCSCCCC(N1)=O)F)C3)F)N2